[Cl-].C[NH+]1C=C(C=C1)C 1,3-dimethylpyrrolium chloride